O=C1N(CC2=CC(=CC=C12)CN1CCC(CC1)C1=CC=CC=C1)N1C(NC(CC1)=O)=O 1-(1-oxo-5-((4-phenylpiperidin-1-yl)methyl)isoindolin-2-yl)dihydropyrimidine-2,4(1H,3H)-dione